(5R)-2-(2-Fluoro-5-methylsulfonylphenyl)-N-[(3S)-9-fluoro-2-oxo-5-phenyl-1,3-dihydro-1,4-benzodiazepin-3-yl]-5-methyl-6,7-dihydro-5H-pyrazolo[5,1-b][1,3]oxazine-3-carboxamide FC1=C(C=C(C=C1)S(=O)(=O)C)C1=NN2C(O[C@@H](CC2)C)=C1C(=O)N[C@@H]1C(NC2=C(C(=N1)C1=CC=CC=C1)C=CC=C2F)=O